aminobenzyl-3-butyn-2-one NC(C(C#C)=O)CC1=CC=CC=C1